BrC1=CC(=NC(=C1)C)CC(=NO)C1CC1 2-(4-bromo-6-methylpyridin-2-yl)-1-cyclopropylethan-1-one oxime